C(C)(C)(C)OC(=O)NC1=C(C=C(C=C1)C=1SC=C(N1)C(=O)N[C@@H](CO)C(=O)N[C@@H](CO[Si](C1=CC=CC=C1)(C1=CC=CC=C1)C(C)(C)C)C(=O)OC)F Methyl N-((2-(4-((tert-butoxycarbonyl)amino)-3-fluorophenyl) thiazole-4-carbonyl)-L-seryl)-O-(tert-butyldiphenylsilyl)-L-serinate